O=C1CC2(C1)CN(C2)C2=CC=CC(=N2)CN2N=NC(=C2)C2=C1C(=NC(=C2)C=2C(=C(C#N)C=CC2)C)NC=N1 3-(7-(1-((6-(2-oxo-6-azaspiro[3.3]heptan-6-yl)pyridin-2-yl)methyl)-1H-1,2,3-triazol-4-yl)-3H-imidazo[4,5-b]pyridin-5-yl)-2-methylbenzonitrile